FC=1C=CC(=C(C(=O)N(C(C)C)C(C)C)C1)N1C=C(C=2C1=CN=CC2)C(=O)[C@@H]2CN(CC2)CC2CCC(CC2)NS(=O)(=O)C 5-Fluoro-N,N-diisopropyl-2-(3-((S)-1-(((1r,4S)-4-(methylsulfonamido)-cyclohexyl)methyl)pyrrolidine-3-carbonyl)-1H-pyrrolo[2,3-c]pyridin-1-yl)benzamide